(S)-5-(4-bromophenyl)-N-(7-(2-(4-(4-chlorophenyl)-2,3,9-trimethyl-6H-thieno[3,2-f][1,2,4]triazolo[4,3-a][1,4]diazepin-6-yl)acetamido)heptyl)furan-2-carboxamide BrC1=CC=C(C=C1)C1=CC=C(O1)C(=O)NCCCCCCCNC(C[C@H]1C=2N(C3=C(C(=N1)C1=CC=C(C=C1)Cl)C(=C(S3)C)C)C(=NN2)C)=O